lauramidopropyldimethyl-amine C(CCCCCCCCCCC)(=O)NCCCN(C)C